CNC1CN(CCC1)C=1C=2N(N=CC1)C(=C(C2)C2=CC=C(C#N)C=C2)C2=CC=C(C=C2)C 4-(4-(3-(Methylamino)piperidin-1-yl)-7-(p-tolyl)pyrrolo[1,2-b]pyridazin-6-yl)benzonitrile